C(C)N(CCCN1C(=CN2C1SC1=C2C=CC=C1)N1CCCCC1)CC N-(3-(diethylamino)propyl)-2-(piperidin-1-yl)benzo[d]imidazo[2,1-b]thiazole